C1(=CC=C(C=C1)NC(CCCCCCC\C=C/CCCCCCCC)=O)C N-(p-tolyl)oleamide